CCCCCCCCCCCCCCCCCC(=O)O[C@H](COC(=O)CCCCCCC/C=C\\CCCCCCCC)COP(=O)([O-])OCC[NH3+] The molecule is a phosphatidylethanolamine 36:1 zwitterion obtained by transfer of a proton from the amino to the phosphate group of 1-oleoyl-2-stearoyl-sn-glycero-3-phosphoethanolamine; major species at pH 7.3. It is a tautomer of a 1-oleoyl-2-stearoyl-sn-glycero-3-phosphoethanolamine.